2-phenyl-3-methyl-5-(3,4-dimethoxyphenyl)imidazole C1(=CC=CC=C1)C1=NC(=CN1C)C1=CC(=C(C=C1)OC)OC